9-((2R,3R,4R,5S)-4-((Z)-benzylideneamino)-5-((di(4-methoxyphenyl)(phenyl)methoxy)Methyl)-3-(tert-butyldimethylsilyloxy)-tetrahydrofuran-2-yl)-9H-purin-6-amine C(/C1=CC=CC=C1)=N/[C@H]1[C@H]([C@@H](O[C@@H]1COC(C1=CC=CC=C1)(C1=CC=C(C=C1)OC)C1=CC=C(C=C1)OC)N1C2=NC=NC(=C2N=C1)N)O[Si](C)(C)C(C)(C)C